4-hydroxy-5,6,7,8-tetrahydro-1,7-naphthyridine-3-carboxylic acid methyl ester COC(=O)C=1C=NC=2CNCCC2C1O